N-(1-Ethyl-3-(4-(methoxymethoxy)phenyl)-1H-indol-6-yl)-3-(imidazo[1,2-b]pyridazin-3-ylethynyl)-4-methylbenzamide C(C)N1C=C(C2=CC=C(C=C12)NC(C1=CC(=C(C=C1)C)C#CC1=CN=C2N1N=CC=C2)=O)C2=CC=C(C=C2)OCOC